1-bromo-8-chloro-N-(3-cyanooxetan-3-yl)-3-(5-(difluoromethyl)-1,3,4-thiadiazol-2-yl)-N-(2,4-dimethoxybenzyl)imidazo[1,5-a]pyridine-6-sulfonamide BrC=1N=C(N2C1C(=CC(=C2)S(=O)(=O)N(CC2=C(C=C(C=C2)OC)OC)C2(COC2)C#N)Cl)C=2SC(=NN2)C(F)F